1,4-dibromoaniline BrC1(N)CC=C(C=C1)Br